(R)-4-(2-((7-cyano-2-(3'-(3-((3-hydroxypyrrolidin-1-yl)methyl)-1,7-naphthyridin-8-ylamino)-2,2'-dimethylbiphenyl-3-yl)benzo[d]oxazol-5-yl)methylamino)ethyl)benzoic acid C(#N)C1=CC(=CC=2N=C(OC21)C=2C(=C(C=CC2)C2=C(C(=CC=C2)NC=2N=CC=C1C=C(C=NC21)CN2C[C@@H](CC2)O)C)C)CNCCC2=CC=C(C(=O)O)C=C2